FC1=CC=C(C=C1)[C@@H]1N(CCC2=CC=CC=C12)C(NCC(O[Si](C)(C)C)C1CN(CCC1)C(=O)OC(C)(C)C)=S tert-butyl 3-(2-((S)-1-(4-fluorophenyl)-1,2,3,4-tetrahydroisoquinoline-2-carbothioamido)-1-(trimethylsilyloxy)ethyl)piperidine-1-carboxylate